(2S)-2-[4-bromo-2-(1,1-difluoroethyl)phenoxy]propanoic acid BrC1=CC(=C(O[C@H](C(=O)O)C)C=C1)C(C)(F)F